ClC1=C(C#N)C(=C(C(=N1)CC)Cl)CC 2,5-dichloro-4,6-diethyl-nicotinonitrile